indole-7-boronic acid pinacol ester N1C=CC2=CC=CC(=C12)B1OC(C)(C)C(C)(C)O1